1,3-bis(4-formylphenoxy)propaneN C(=O)C1=CC=C(OC=CCOC2=CC=C(C=C2)C=O)C=C1